CN1N=CN=C1C(=O)N1[C@@H](C2=C(CC1)NC=N2)C=2OC1=C(N2)C(=CC=C1)C (S)-(1-methyl-1H-1,2,4-triazol-5-yl)(4-(4-methylbenzo[d]oxazol-2-yl)-6,7-dihydro-1H-imidazo[4,5-c]pyridin-5(4H)-yl)methanone